tert-Butyl 3-(4-[3-cyano-4-isopropoxypyrazolo[1,5-a]pyridin-6-yl]-5-methyl-1,2,3-triazol-1-yl)azetidine-1-carboxylate C(#N)C=1C=NN2C1C(=CC(=C2)C=2N=NN(C2C)C2CN(C2)C(=O)OC(C)(C)C)OC(C)C